2-((dimethylamino)methyl)-1-ethyl-1H-imidazol CN(C)CC=1N(C=CN1)CC